Sodium tetraphenylborate salt C1(=CC=CC=C1)[B-](C1=CC=CC=C1)(C1=CC=CC=C1)C1=CC=CC=C1.[Na+]